ethyl 2-(6-chloro-3-oxo-2,3-dihydro-[1,2,4]triazolo[4,3-a]pyridin-5-yl)acetate hydrochloride Cl.ClC=1C=CC=2N(C1CC(=O)OCC)C(NN2)=O